Lauroyl Taurate NCCS(=O)(=O)OC(CCCCCCCCCCC)=O